C(C)OC(C(=CC1=C(C=CC(=C1)F)Br)N=[N+]=[N-])=O 2-azido-3-(2-bromo-5-fluorophenyl)acrylic acid ethyl ester